ONC(C=C)=O N-hydroxyacrylamid